butenyl sulfite S(=O)(OC=CCC)[O-]